3-Chloro-N-[1-(5-iodo-2-pyrimidin-2-yl-1,2,4-triazol-3-yl)ethyl]-5-methylsulfonyl-benzamide ClC=1C=C(C(=O)NC(C)C=2N(N=C(N2)I)C2=NC=CC=N2)C=C(C1)S(=O)(=O)C